C(CCCCCCCCC\C=C\CCCCCC)(=O)O.CCCCCCCCCCCCCCCCCCCCCCCCCCC heptacosane vaccenate